C1CC12NC(CC2)=O 4-azaspiro[2.4]heptan-5-one